2-pentylheptyl-10-(((4-nitrophenoxy)carbonyl)oxy)hexadecanoic acid C(CCCC)C(CC(C(=O)O)CCCCCCCC(CCCCCC)OC(=O)OC1=CC=C(C=C1)[N+](=O)[O-])CCCCC